N-(3-chloro-4-fluorophenyl)-4-((4s,5's)-2,5-dioxohexahydro-1'H-spiro[imidazolidine-4,2'-pentalen]-5'-yl)-1-methyl-1H-imidazole-5-carboxamide ClC=1C=C(C=CC1F)NC(=O)C1=C(N=CN1C)C1CC2CC3(CC2C1)NC(NC3=O)=O